N-methylpiperidin-4-amin CNC1CCNCC1